(E)-3-chloro-2-(2-(4-chlorobenzenesulfonyl)vinyl)pyridine ClC=1C(=NC=CC1)\C=C\S(=O)(=O)C1=CC=C(C=C1)Cl